N2-(2-(dimethylamino)ethyl)-N6-(furan-2-ylmethyl)-9-(tetrahydro-2H-pyran-4-yl)-9H-purine-2,6-diamine CN(CCNC1=NC(=C2N=CN(C2=N1)C1CCOCC1)NCC=1OC=CC1)C